5-(n-butoxycarbonylnaphthyl)-bicyclo[2.2.1]Hept-2-ene C(CCC)OC(=O)C1=C(C2=CC=CC=C2C=C1)C1C2C=CC(C1)C2